ethyl-N-((2,4-dioxo-1,2,3,4-tetrahydroquinazolin-6-yl)sulfonyl)-L-tyrosine C(C)N([C@@H](CC1=CC=C(C=C1)O)C(=O)O)S(=O)(=O)C=1C=C2C(NC(NC2=CC1)=O)=O